NC1=NC=NC=2N(C3=CC=C(C=C3C21)OC)CC(=O)N2[C@@H]1CC1CC2C(=O)NC2=NC(=CC=C2)Br (R)-2-(2-(4-amino-6-methoxy-9H-pyrimido[4,5-b]indol-9-yl)acetyl)-N-(6-bromopyridin-2-yl)-2-azabicyclo[3.1.0]hexane-3-carboxamide